9,9-bis[4-(2-hydroxyethoxy)-3-phenyl-Phenyl]-1,8-diphenylfluorene OCCOC1=C(C=C(C=C1)C1(C2=C(C=CC=C2C=2C=CC=C(C12)C1=CC=CC=C1)C1=CC=CC=C1)C1=CC(=C(C=C1)OCCO)C1=CC=CC=C1)C1=CC=CC=C1